3,3'-bicyclohexene C1=CC(CCC1)C1C=CCCC1